CC1=NN(C=2C1=NC=C(C2)B2OC(C(O2)(C)C)(C)C)C(F)(F)F 3-methyl-6-(4,4,5,5-tetramethyl-1,3,2-dioxaborolan-2-yl)-1-(trifluoromethyl)-1H-pyrazolo[4,3-b]pyridine